(S*)-3-[[5-[3-(Difluoromethyl)-4-fluoro-phenyl]-3-pyridyl]methyl]-5-methyl-oxazolidin-2-one FC(C=1C=C(C=CC1F)C=1C=C(C=NC1)CN1C(O[C@H](C1)C)=O)F |o1:19|